6-(hydroxyethyl)-7-methoxy-3-(phenyl)-2H-chromen-2-one OCCC=1C=C2C=C(C(OC2=CC1OC)=O)C1=CC=CC=C1